4-(3-amino-2-(ethyl-d5)-6-fluoropyrazolo[1,5-a]pyridin-5-yl)piperazine-1-carboxylic acid tert-butyl ester C(C)(C)(C)OC(=O)N1CCN(CC1)C1=CC=2N(C=C1F)N=C(C2N)C(C([2H])([2H])[2H])([2H])[2H]